N-((2,3-Dimethyl-1-(phenylsulfonyl)-1H-indol-5-yl)methyl)-2-(pyrrolidin-1-yl)ethan-1-amine CC=1N(C2=CC=C(C=C2C1C)CNCCN1CCCC1)S(=O)(=O)C1=CC=CC=C1